N1[C@@H](CCC1)C(=O)[O-].[K+] Potassium prolinate